N-[3-[2-(difluoromethoxy)-5-[3-[2-(dimethylamino)ethyl-methyl-carbamoyl]phenoxy]phenyl]-1-methyl-pyrazol-4-yl]pyrazolo[1,5-a]pyrimidine-3-carboxamide FC(OC1=C(C=C(C=C1)OC1=CC(=CC=C1)C(N(C)CCN(C)C)=O)C1=NN(C=C1NC(=O)C=1C=NN2C1N=CC=C2)C)F